O=C1NC2(C(N1)=O)CCN(CC2)C2=CC=C(/C=C/C=1C=C(C(=C(C=O)C1)O)OC)C=C2 (E)-5-(4-(2,4-dioxo-1,3,8-triazaspiro[4.5]decan-8-yl)styryl)-2-hydroxy-3-methoxybenzaldehyde